BrC=1C(=C(N(CC2=CC=C(C=C2)OC)CC2=CC=C(C=C2)OC)C=C(C1I)F)F 3-bromo-2,5-difluoro-4-iodo-N,N-bis[(4-methoxyphenyl)methyl]aniline